COC1=CC=C(C=C1)CN1C(C(CCC1=O)N1C(N(C2=C1C=CC=C2N2CCNCC2)C)=O)=O 1-[(4-methoxyphenyl)methyl]-3-(3-methyl-2-oxo-4-piperazin-1-yl-benzimidazol-1-yl)piperidine-2,6-dione